CNC(=O)C1=NN2C(CN(CCC2)C(=O)OC(C)(C)C)=C1 tert-butyl 2-(methylcarbamoyl)-7,8-dihydro-4H-pyrazolo[1,5-a][1,4]diazepine-5(6H)-carboxylate